C(C(=O)O)(=O)O.CN1CCN(CC1)C(CCNCC1=CC=C(C=C1)C=1N=C(C2=C(N1)N(C=C2)C2=CC=CC=C2)C2=CC=C(C=C2)CNCCC(C)N2CCN(CC2)C)C 2,4-bis{4-[(3-(4-methylpiperazin-1-yl)butyl)aminomethyl]phenyl}-7-phenyl-7H-pyrrolo[2,3-d]pyrimidine oxalate